C(C)(C)(C)OC(=O)N1C2=NC(=CC=C2CCC12CN(CC2)C(=O)OC(C)(C)C)C.C(C)(C)C2=C(C(=CC=C2)C(C)C)C2=NC=CC=C2 2-(2,6-diisopropylphenyl)pyridine di-tert-butyl-7-methyl-3,4-dihydro-1H-spiro[1,8-naphthyridine-2,3'-pyrrolidine]-1,1'-dicarboxylate